tert-butyloxycarbonyl-1,6-diaminohexane C(C)(C)(C)OC(=O)C(CCCCCN)N